CN1N=C(C=C1)C=1C=C(C=CC1)C1=NC(=NC(=C1C(=O)O)NC1=CC=NC=C1)N1CCOCC1 4-[3-(1-methylpyrazol-3-yl)phenyl]-2-morpholino-6-(4-pyridylamino)pyrimidine-5-carboxylic acid